7-[1-(2,2-difluoroethyl)-3-methyl-1H-pyrazolo[3,4-b]pyrazin-6-yl]-2-[2-methyl-6-(trifluoromethyl)pyrimidin-4-yl]-2,7-diazaspiro[3.5]nonane FC(CN1N=C(C=2C1=NC(=CN2)N2CCC1(CN(C1)C1=NC(=NC(=C1)C(F)(F)F)C)CC2)C)F